N-(diethylcarbamoyl)-O-(trans-3-(2-(5,6,7,8-tetrahydro-1,8-naphthyridin-2-yl)ethyl)cyclobutyl)homoserine C(C)N(C(=O)N[C@@H](CCO[C@@H]1C[C@H](C1)CCC1=NC=2NCCCC2C=C1)C(=O)O)CC